N-(sec-butyl)-2-methylundecan-1-imine oxide C(C)(CC)[N+](=CC(CCCCCCCCC)C)[O-]